bis(pentylidene)uronium hexafluorophosphate F[P-](F)(F)(F)(F)F.C(CCCC)=NC(=[N+]=CCCCC)O